C(\C=C\C=CCCCC)=O (E)-2,4-nonadienal